CC1=CC=CC(=N1)C(=O)N 6-methylpyridinoylAmine